OC1=CC=C(C(=O)NNS(=O)(=O)C2CCC(CC2)NC(OC(C)(C)C)=O)C=C1 tert-butyl ((1s,4s)-4-((2-(4-hydroxybenzoyl)hydrazinyl)sulfonyl)cyclohexyl)carbamate